O1N=C(C=C1)C1=CC(=CC2=C1N=C(O2)C)C(=O)O 4-(isoxazol-3-yl)-2-methylbenzo[d]oxazole-6-carboxylic acid